C(C)(C)(C)OC(=O)N1[C@@H](C=2C(CC1)=C(N(N2)C)OS(=O)(=O)C(F)(F)F)C |r| rac-2,7-dimethyl-3-(((trifluoromethyl)sulfonyl)oxy)-2,4,5,7-tetrahydro-6H-pyrazolo[3,4-C]pyridine-6-carboxylic acid tert-butyl ester